4-(3-chloro-5-nitrophenyl)-1H-1,2,3-triazole ClC=1C=C(C=C(C1)[N+](=O)[O-])C=1N=NNC1